[Cl-].ClC1N(CCN1C(C)(C)C)C(C)(C)C 2-chloro-1,3-di-tert-butylimidazoline chloride